NC1=C(N(C)C(CCC(=O)OCC)=O)C=CC(=C1)Br ethyl 4-(2-amino-4-bromo-N-methyl-anilino)-4-oxo-butanoate